FC1=C(C=C(C=C1)F)[C@@]12N(CCC2C1)C(=O)OCC1=CC=CC=C1 Benzyl (1R,1S)-1-(2,5-difluorophenyl)-2-azabicyclo[3.1.0]hexane-2-carboxylate